5-Cyano-3-methyl-N-(3-(1-methyl-1H-pyrazol-3-yl)-1H-indazol-5-yl)picolinamide C(#N)C=1C=C(C(=NC1)C(=O)NC=1C=C2C(=NNC2=CC1)C1=NN(C=C1)C)C